methyl 2-chloro-5-[(2S)-2-(trifluoromethylsulfonylamino)propoxy]pyridine-3-carboxylate ClC1=NC=C(C=C1C(=O)OC)OC[C@H](C)NS(=O)(=O)C(F)(F)F